(3-(1-((3-cyano-3-methyl-2-oxoindolin-6-yl)methyl)piperidin-3-yl)-1H-pyrrolo[2,3-c]pyridin-1-yl)-5-fluoro-N-isopropyl-N-methylbenzamide C(#N)C1(C(NC2=CC(=CC=C12)CN1CC(CCC1)C1=CN(C2=CN=CC=C21)C2=C(C(=O)N(C)C(C)C)C=C(C=C2)F)=O)C